3,4-bis(di-methylphosphino)-2-phenylthiophene CP(C1=C(SC=C1P(C)C)C1=CC=CC=C1)C